CN1CCN(CC1)C1=CC(=NC=N1)NC1CCC(CC1)OC1=C2C=NC=NC2=CC(=C1)N1CCOCC1 6-(4-methylpiperazin-1-yl)-N-[4-(7-morpholinoquinazolin-5-yl)oxy-cyclohexyl]pyrimidin-4-amine